N[C@H](C(=O)O[C@@H]1[C@H](O[C@]([C@@H]1O)(C1=CC=C2C(=NC=NN21)NC([C@@H](C(C)C)C)=O)C#N)COC(CC2=CC=CC=C2)=O)C(C)(C)C (2R,3S,4R,5R)-5-cyano-5-(4-((R)-2,3-dimethylbutanamido)pyrrolo[2,1-f][1,2,4]triazin-7-yl)-4-hydroxy-2-((2-phenylacetoxy)methyl)tetrahydrofuran-3-yl (S)-2-amino-3,3-dimethylbutanoate